2-Methacryloxyethyldodecylmethylammonium bromid [Br-].C(C(=C)C)(=O)OCC[NH+](C)CCCCCCCCCCCC